2-chloro-N-(3-((6-((2,4-difluorobenzyl)amino)pyrimidin-4-yl)oxy)phenyl)acetamide ClCC(=O)NC1=CC(=CC=C1)OC1=NC=NC(=C1)NCC1=C(C=C(C=C1)F)F